CN(S(=O)(=O)C1=CC=C(C=C1)NC(OCC1=CC=C(C=C1)Cl)=O)[C@H]1COCC1 4-chlorobenzyl (R)-(4-(N-methyl-N-(tetrahydrofuran-3-yl)sulfamoyl)phenyl)carbamate